C1CC2COOC2C1 dioxabicyclo[3.3.0]octane